ClC1=CN(C2=CC(=C(C=C12)CNC(O)=O)F)[Si](C(C)C)(C(C)C)C(C)C ((3-chloro-6-fluoro-1-(triisopropylsilyl)-1H-indol-5-yl)methyl)carbamic acid